Cl.C[C@@H]1CN(C[C@@H](N1)C)C1=C2C(=NC=C1)N(CC2)C(=O)NC2=CC1=CN(N=C1C=C2)C 4-((3R,5S)-3,5-dimethylpiperazin-1-yl)-N-(2-methyl-2H-indazol-5-yl)-2,3-dihydro-1H-pyrrolo[2,3-b]pyridine-1-carboxamide hydrochloride